N6-((3-(3-methyl-3H-diazirin-3-yl)propoxy)carbonyl)lysine CC1(N=N1)CCCOC(=O)NCCCC[C@H](N)C(=O)O